3-Amino-4-(propylamino)benzonitrile NC=1C=C(C#N)C=CC1NCCC